tert-butyl 3-(2-{[(2r,7as)-2-fluoro-hexahydro-1H-pyrrolizin-7a-yl] methoxy}-7-chloro-8-fluoropyrido[4,3-d]pyrimidin-4-yl)-3,8-diazabicyclo[3.2.1]octane-8-carboxylate F[C@@H]1C[C@@]2(CCCN2C1)COC=1N=C(C2=C(N1)C(=C(N=C2)Cl)F)N2CC1CCC(C2)N1C(=O)OC(C)(C)C